FC1(C=2N(C[C@H](CC1)CO)N=C1C2CN(CC1)C(=O)OC(C)(C)C)F |o1:5| (S*)-tert-butyl 11,11-difluoro-8-(hydroxymethyl)-3,4,8,9,10,11-hexahydro-1H-pyrido[4',3':3,4]pyrazolo[1,5-a]azepine-2(7H)-carboxylate